((R)-1-(2-(6-((cis)-2,6-dimethylmorpholino)pyridin-2-yl)-1,6-naphthyridin-7-yl)-3-hydroxypropyl)-4-methyl-3-(methylsulfonyl)benzamide C[C@@H]1O[C@@H](CN(C1)C1=CC=CC(=N1)C1=NC2=CC(=NC=C2C=C1)[C@H](CCO)C1=C(C(=O)N)C=CC(=C1S(=O)(=O)C)C)C